Cl.C(C1=CC=CC=C1)OC(=O)N1CCNC([C@@H](C1)N)=O (6R)-6-amino-5-oxo-1,4-diazacycloheptane-1-carboxylic acid benzyl ester-hydrochloride